7,7-difluoro-4-{[(2-methylpropyl)amino]methyl}-N-{5-[(1r,3s)-3-methyl-1-(4-methyl-1,2,4-triazol-3-yl)cyclobutyl]pyridin-3-yl}-5H,6H-cyclopenta[b]pyridine-2-carboxamide FC1(CCC=2C1=NC(=CC2CNCC(C)C)C(=O)NC=2C=NC=C(C2)C2(CC(C2)C)C2=NN=CN2C)F